C(C)(=O)N1[C@H]([C@@H](N(CC1)C(=O)OC(C)(C)C)C)C1=CC(=NC(=C1)B1OC(C(O1)(C)C)(C)C)Cl trans-tert-butyl 4-acetyl-3-(2-chloro-6-(4,4,5,5-tetramethyl-1,3,2-dioxaborolan-2-yl)pyridin-4-yl)-2-methylpiperazine-1-carboxylate